4-Nitro-o-phenylendi-amin [N+](=O)([O-])C1=CC(=C(C=C1)N)N